C(C)N(C(=O)N1C=NC(=C1)C1(CC2=CC=CC=C2C1)C(C([2H])([2H])[2H])([2H])[2H])CC N,N-diethyl-4-(2-(ethyl-d5)indan-2-yl)-1H-imidazole-1-carboxamide